(2-bromo-2-(3,5-difluorophenyl)ethoxy)(tert-butyl)dimethylsilane BrC(CO[Si](C)(C)C(C)(C)C)C1=CC(=CC(=C1)F)F